1,1'-(Butylimino)dimethanol tert-butyl-(R)-3-((S)-hydroxy(5-(2-methoxy-4-(trifluoromethyl)phenyl)-4-methylfuran-2-yl)methyl)-3-methylpiperidine-1-carboxylate C(C)(C)(C)[C@H]1N(CCCC1(C)[C@@H](C=1OC(=C(C1)C)C1=C(C=C(C=C1)C(F)(F)F)OC)O)C(=O)OCN(CO)CCCC